NC(=O)N.[O] oxygen monourea